zirconium tetrakis(diethylmalonate) C(C)C(C(=O)[O-])(C(=O)[O-])CC.C(C)C(C(=O)[O-])(C(=O)[O-])CC.C(C)C(C(=O)[O-])(C(=O)[O-])CC.C(C)C(C(=O)[O-])(C(=O)[O-])CC.[Zr+4].[Zr+4]